N1(CCC2(CC1)CC1=CC=CC=C1C2)C(=O)OC(C)(C)C tert-Butyl spiro[indane-2,4'-piperidine]-1'-carboxylate